bishexadecylamide C(CCCCCCCCCCCCCCC)[N-]CCCCCCCCCCCCCCCC